COC=1C=CC=C2C=CC(=NC12)C=CC(=O)N 3-(8-methoxyquinolin-2-yl)acrylamide